DIETHYLHYDROXYMETHYLPHOSPHONATE C(C)OP(OCC)(=O)CO